BrC(C)C1=CC(=CN2C1=NC(=CC2=O)C2=CC1=CN(N=C1C=C2)C)C 9-(1-bromoethyl)-7-methyl-2-(2-methylindazol-5-yl)pyrido[1,2-a]pyrimidin-4-one